CC(C=1C=C(C=CC1)C(C)(C)N=C=O)(C)N=C=O tetramethyl-1,3-xylylene diisocyanate